ClC1=C(C=CC=C1)CN1N=C(C=C1C1CCCCC1)COC(C(=O)O)(C)C 2-[[1-[(2-Chlorophenyl)methyl]-5-cyclohexyl-pyrazol-3-yl]methoxy]-2-methyl-propanoic acid